C(C)(C)[Si](N[Si](C(C)C)(C(C)C)C(C)C)(C(C)C)C(C)C hexaisopropyl-disilazane